CN1C(N2[C@H](COC3=C4C2=C1C=NC4=CC=C3C=3C=NC(=CC3)OCCCN3CCCCC3)C)=O (S)-2,10-dimethyl-7-(6-(3-(piperidin-1-yl)propoxy)pyridin-3-yl)-9,10-dihydro-8-oxa-2,4,10a-triazanaphtho[2,1,8-cde]Azulene-1(2H)-one